(S)-7-((3,4-difluorophenyl)carbamoyl)-6-methyl-5,6,7,8-tetrahydroimidazo[1,5-a]pyrazine-1-carboxylic acid methyl ester COC(=O)C=1N=CN2C1CN([C@H](C2)C)C(NC2=CC(=C(C=C2)F)F)=O